2-[4-isopropyl-2-(methylamino)-7-oxo-thieno[2,3-d]pyridazin-6-yl]acetic acid C(C)(C)C=1C2=C(C(N(N1)CC(=O)O)=O)SC(=C2)NC